ClC1=NC(=CC(=C1C(=O)NC=1SC(=NN1)OC[C@@H]1CO[C@@H](C1)C)C1=CC=NC=C1OC)C chloro-5'-methoxy-6-methyl-N-(5-(((3s,5r)-5-methyltetrahydrofuran-3-yl)methoxy)-1,3,4-thiadiazol-2-yl)-(4,4'-bipyridine)-3-carboxamide